N1(N=CN=C1)C(C1=CC=C(C#N)C=C1)C1=CC=C(C#N)C=C1 4,4'-((1H-1,2,4-triazol-1-yl)methylene)dibenznitrile